2-methyl-5-((6-methylpyridazin-3-yl)methoxy)benzofuran-3-carboxylic acid CC=1OC2=C(C1C(=O)O)C=C(C=C2)OCC=2N=NC(=CC2)C